CC1=CC=C(O1)CNC(C1=CC(=CC=C1)NC=1N=NC(=CC1)C1CCN(CC1)C)=O N-[(5-methylfuran-2-yl)methyl]-3-{[6-(1-methylpiperidin-4-yl)pyridazin-3-yl]amino}benzamide